(R)-2-((1-(2-(4-(4-carbamoylphenyl)piperazin-1-yl)-3,7-dimethyl-4-oxo-4H-pyrido[1,2-a]pyrimidin-9-yl)ethyl)amino)benzoic acid C(N)(=O)C1=CC=C(C=C1)N1CCN(CC1)C=1N=C2N(C(C1C)=O)C=C(C=C2[C@@H](C)NC2=C(C(=O)O)C=CC=C2)C